1-(trimethylsilyl)-1,2,4-triazole C[Si](N1N=CN=C1)(C)C